4-hydroxy-N-((S)-1-(4-(4-methylthiazol-5-yl)phenyl)-ethyl)pyrrolidine-2-carboxamide OC1CC(NC1)C(=O)N[C@@H](C)C1=CC=C(C=C1)C1=C(N=CS1)C